C(C#CC)(=O)NCCCC1=C(C(=O)N[C@H](C)C2=CC(=C(C=C2)OC)OC)C=CC=C1 2-[3-(But-2-ynoylamino)propyl]-N-[(1R)-1-(3,4-dimethoxyphenyl)ethyl]benzamide